1-benzyl-N-[(6S)-2-(hydroxymethyl)-4-methyl-5-oxo-7,8-dihydro-6H-pyrazolo[1,5-a][1,3]diazepin-6-yl]-1,2,4-triazole-3-carboxamide C(C1=CC=CC=C1)N1N=C(N=C1)C(=O)N[C@@H]1C(N(C=2N(CC1)N=C(C2)CO)C)=O